2-fluoro-6-(3-((oxazol-2-ylmethyl)amino)-1,1-dioxido-4H-benzo[e][1,2,4]thiadiazin-5-yl)benzonitrile FC1=C(C#N)C(=CC=C1)C1=CC=CC2=C1NC(=NS2(=O)=O)NCC=2OC=CN2